CC(=O)NC1C(C([C@H](OC1O)CO)O)O The molecule is any N-acetylhexosamine in which the hexosamine has D-configuration. The structure provided is an illustrative example of the pyranose form of an N-acetyl-D-hexosamine.